N-(6-(4-Chlorophenyl)-4,5,6,7-tetrahydrobenzo[d]thiazol-2-yl)-4-(2-methoxyphenyl)-6-methylnicotinamide ClC1=CC=C(C=C1)C1CC2=C(N=C(S2)NC(C2=CN=C(C=C2C2=C(C=CC=C2)OC)C)=O)CC1